(2S)-2-(4-ethynylphenoxy)propanoic acid C(#C)C1=CC=C(O[C@H](C(=O)O)C)C=C1